(S)-3-(trifluoromethyl)-6,7,7a,8,10,11-hexahydro-9H-pyrazino[1,2-d]pyrido[3,2-b][1,4]thiazepin FC(C1=CC=2SCC[C@@H]3N(C2N=C1)CCNC3)(F)F